7-[(diethoxyphosphoryl)methyl]naphthalene-2-carboxylic acid tert-butyl ester C(C)(C)(C)OC(=O)C1=CC2=CC(=CC=C2C=C1)CP(=O)(OCC)OCC